OC1(NCCCNC1)CC 2-hydroxy-2-ethyl-homopiperazine